ON=CCC(C1=CC=CC=C1)P(O)(=O)CCCCC (3-(hydroxyimino)-1-phenylpropyl)(pentyl)phosphinic acid